benzyl ((2SR,3SR,4RS)-2-isopropyl-7-methoxy-3-methyl-1,2,3,4-tetrahydro-1,5-naphthyridin-4-yl)carbamate C(C)(C)[C@@H]1NC2=CC(=CN=C2[C@@H]([C@H]1C)NC(OCC1=CC=CC=C1)=O)OC |r|